(R)-5-amino-N-((5-cyclopropyl-3-fluoropyridin-2-yl)methyl)-N-(1-(pyrimidin-2-yl)ethyl)-6,8-dihydro-1H-furo[3,4-d]pyrrolo[3,2-b]pyridine-2-carboxamide NC1=C2C(=C3C(=N1)C=C(N3)C(=O)N([C@H](C)C3=NC=CC=N3)CC3=NC=C(C=C3F)C3CC3)COC2